2-Chloro-N-(5-methyl-1,3,4-oxadiazol-2-yl)-3-[(S)-cyclopropylsulfinyl]-4-(trifluoromethyl)benzamid ClC1=C(C(=O)NC=2OC(=NN2)C)C=CC(=C1[S@@](=O)C1CC1)C(F)(F)F